N-[2-[(2S)-1,2-dimethyl-3-piperidinyl]-thieno-[2,3-b]pyridin-4-yl]-4,6-difluoro-1,3-benzothiazol-5-amine CN1[C@H](C(CCC1)C1=CC=2C(=NC=CC2NC=2C(=CC3=C(N=CS3)C2F)F)S1)C